(R)-3-Dimethylaminomethyl-pyrrolidine CN(C)C[C@H]1CNCC1